C(C)(C)(C)OC(N(C)C1(CC1)COC=1C=NN(C1Br)C)=O.C(C1=CC=CC=C1)C1N(CCCC1)CC1=NN=C(N1)C1=CC=CC=C1 benzyl-1-((5-phenyl-4H-1,2,4-triazol-3-yl)methyl)piperidine Tert-butyl-(1-(((5-bromo-1-methyl-1H-pyrazol-4-yl)oxy)methyl)cyclopropyl)(methyl)carbamate